4-(1-((3,3-difluorocyclopentyl)methyl)-4-methoxy-3-(trifluoromethyl)-1H-pyrazole-5-carboxamido)picolinamide FC1(CC(CC1)CN1N=C(C(=C1C(=O)NC1=CC(=NC=C1)C(=O)N)OC)C(F)(F)F)F